FC(C1=NN(C(=C1)OCC(C)NOC)C)F N-(1-((3-(difluoromethyl)-1-methyl-1H-pyrazol-5-yl)oxy)propan-2-yl)-O-methylhydroxylamine